C(C)(C)(C)C1=NNC(=C1)NC(C(C)C=1C=NN(C1)C1=CC(=CC=C1)Cl)=O N-(3-(tert-butyl)-1H-pyrazol-5-yl)-2-(1-(3-chlorophenyl)-1H-pyrazol-4-yl)propanamide